porphiniosodium C12=C(C=C([NH2+]1)C=C1C=CC(=N1)C=C1C=CC(N1)=CC=1C=CC(N1)=C2)[Na]